5-(4-((1R,5S)-3,8-diazabicyclo[3.2.1]octan-8-yl)-8-fluoro-2-(((2R,7aS)-2-fluorotetrahydro-1H-pyrrolizin-7a(5H)-yl)methoxy)quinazolin-7-yl)quinolin-7-ol [C@H]12CNC[C@H](CC1)N2C2=NC(=NC1=C(C(=CC=C21)C2=C1C=CC=NC1=CC(=C2)O)F)OC[C@]21CCCN1C[C@@H](C2)F